BrC1=CC=C2C(=C(N=CC2=C1Cl)C(=O)OC)O Methyl 7-bromo-8-chloro-4-hydroxyisoquinoline-3-carboxylate